6-amino-4-methyl-2-((tetrahydrofuran-3-yl)methyl)-7,8-dihydro-4H-pyrazolo[1,5-a][1,3]diazepin-5(6H)-one NC1C(N(C=2N(CC1)N=C(C2)CC2COCC2)C)=O